C(\C=C\C)(=O)NCCCC[C@H](N)C(=O)O Nε-crotonyllysine